COCCC=1C=CC=2N(C1)N=CC2C(=O)N2[C@H](C1=C(CC2)NC=N1)C1=NN2C(C(=CC=C2)C(F)(F)F)=C1 (R)-(6-(2-methoxyethyl)pyrazolo[1,5-a]pyridin-3-yl)(4-(4-(trifluoromethyl)pyrazolo[1,5-a]pyridin-2-yl)-1,4,6,7-tetrahydro-5H-imidazo[4,5-c]pyridin-5-yl)methanone